cis-4-cyclohexene-1,2-dicarboxylic acid n-butyl ester C(CCC)OC(=O)[C@H]1[C@H](CC=CC1)C(=O)O